2-[(2R)-3-(3,4-dihydro-1H-isoquinolin-2-yl)-2-hydroxy-propyl]-6-oxazolidin-3-yl-3,4-dihydroisoquinolin-1-one C1N(CCC2=CC=CC=C12)C[C@H](CN1C(C2=CC=C(C=C2CC1)N1COCC1)=O)O